6-{[2,6-bis(phenyl)phenyl-(2,6-dimethoxyphenyl)]-phosphino}-2-(9-anthracenyl)-phenol C1(=CC=CC=C1)C1=C(C(=CC=C1)C1=CC=CC=C1)C=1C(=C(C(=CC1)OC)PC1=CC=CC(=C1O)C=1C2=CC=CC=C2C=C2C=CC=CC12)OC